C1(CC1)N1CCC(CC1)N1CCC(CC1)C1=CC2=C(N(C(=N2)C2=CC(=C(C=C2)OC)OC)C(C)C)C=C1 5-(1'-Cyclopropyl-[1,4'-bipiperidin]-4-yl)-2-(3,4-dimethoxyphenyl)-1-isopropyl-1H-benzo[d]imidazol